5-[(acetyloxy)methoxy]-4-(2-fluoro-7-ethyl-9-anthracenyl)-2,6-dimethyl-3(2H)-pyridazinone C(C)(=O)OCOC1=C(C(N(N=C1C)C)=O)C=1C2=CC(=CC=C2C=C2C=CC(=CC12)F)CC